3-((3-(2-(dimethylamino) ethyl)-1H-indol-7-yl) oxy)-3-oxopropanoate CN(CCC1=CNC2=C(C=CC=C12)OC(CC(=O)[O-])=O)C